C1(CC1)S(=O)(=O)NC1=C(C(=O)NC2=C(C=CC=C2)OCC)C=CC=C1 2-(cyclopropanesulfonamido)-N-(2-ethoxyphenyl)benzamide